acrylic acid sodium [Na].C(C=C)(=O)O